3-(6-methoxypyridin-2-yl)acrylonitrile COC1=CC=CC(=N1)C=CC#N